CC(C(=O)O)(C)S(=O)(=O)C(=S)S(=O)(=O)CCCCCCCCCCCC 2-methyl-2-[(dodecylsulfonylthiocarbonyl)sulfonyl]propionic acid